tert-butyl (3-(trifluoromethyl)-4-vinylphenyl)carbamate FC(C=1C=C(C=CC1C=C)NC(OC(C)(C)C)=O)(F)F